(E)-2-styryl-1H-imidazo[4,5-f][1,10]phenanthroline C(=C\C1=CC=CC=C1)/C=1NC=2C(=C3C=CC=NC3=C3N=CC=CC23)N1